C1(=CC=CC=C1)/C=C/CC1(C(C(=C(NC1C)C)C(=O)OCCOC)C1=C(C=CC=C1)[N+](=O)[O-])C(=O)[O-] 3-(2-methoxyethyl) 5-[(2E)-3-phenyl-2-propen-1-yl]2,6-dimethyl-4-(2-nitrophenyl)-1,4-dihydropyridine-3,5-dicarboxylate